Cl.C(C1=CC=CC=C1)N1C(=CC2=CC(=CC=C12)C(=O)O)C benzyl-2-methyl-1H-indole-5-carboxylic acid hydrochloride